ClC1=CC=C(C=C1)C=1N(C(N(C1)CC(=O)NN)=O)C[C@@H](C(F)(F)F)O (S)-2-(4-(4-chlorophenyl)-2-oxo-3-(3,3,3-trifluoro-2-hydroxypropyl)-2,3-dihydro-1H-imidazol-1-yl)acethydrazide